tert-butyl ((S)-1-((3R,5'S)-6-bromo-5'-carbamoyl-2-oxospiro[indoline-3,3'-pyrrolidine]-1'-yl)-4-methyl-1-oxopent-2-yl)(methyl)carbamate BrC1=CC=C2C(=C1)NC([C@@]21CN([C@@H](C1)C(N)=O)C([C@H](CC(C)C)N(C(OC(C)(C)C)=O)C)=O)=O